(Z)-1-(((1r,4r)-4-aminocyclohexyl)methyl)-3-((3,5-dimethyl-1H-pyrrol-2-yl)methylene)-6-(1-methyl-1H-pyrazol-4-yl)indol-2-one hydrochloride Cl.NC1CCC(CC1)CN1C(\C(\C2=CC=C(C=C12)C=1C=NN(C1)C)=C/C=1NC(=CC1C)C)=O